3-azabicyclo[3.1.0]hexane-6-carboxamide HCl Cl.C12CNCC2C1C(=O)N